C(CCCCCCCCCCCCCCCCCCC)(=O)O.C(CCC\C=C/C\C=C/C\C=C/C\C=C/CCCCC)(=O)O arachidonic acid eicosanoate